(3,3-dimethylcyclohexyl) ethyl propane-1,3-dioate C(CC(=O)OCC)(=O)OC1CC(CCC1)(C)C